4-hydroxy-7-methyl-N-benzyl-N-ethyltryptamine OC=1C=CC(=C2NC=C(CCN(CC)CC3=CC=CC=C3)C12)C